(R)-3-((ethylamino)methyl)-1-(3-((S)-3-(methylamino)-1-phenylpropoxy)phenyl)azepan-2-one C(C)NC[C@@H]1C(N(CCCC1)C1=CC(=CC=C1)O[C@@H](CCNC)C1=CC=CC=C1)=O